(7R)-7-hydroxy-N-[3-(3H-imidazo[4,5-b]pyridin-5-yl)-1H-pyrazol-4-yl]-7-(trifluoromethyl)-4-azaspiro[2.5]octane-4-carboxamide O[C@@]1(CCN(C2(CC2)C1)C(=O)NC=1C(=NNC1)C1=CC=C2C(=N1)NC=N2)C(F)(F)F